Cl.NCCN1C(/C(/C2=CC=CC=C12)=C\1/C(NC2=CC=CC=C12)=O)=O (E)-1-(2-aminoethyl)-[3,3'-biindolinylidene]-2,2'-dione hydrochloride